C(=O)(OC)C=CC=1C(NC(N([C@H]2[C@H](O)[C@H](O)[C@@H](CO)O2)C1)=O)=O 5-(2-carbomethoxy-vinyl)uridine